ClC=1C=C(C(NN1)=O)CN1C=NC(=C(C1=O)OC=1C=C(C=C(C#N)C1)C#N)C(F)(F)F 5-((1-((6-chloro-3-oxo-2,3-dihydropyridazin-4-yl)methyl)-6-oxo-4-(trifluoromethyl)-1,6-dihydropyrimidin-5-yl)oxy)isophthalonitrile